[Ti].[W].[Mo].[Cr] Chromium molybdenum tungsten titanium